BrC=1C=C(SC1)C(=O)NC1=CC(=CC(=C1)S(=O)(=O)C)F 4-bromo-N-(3-fluoro-5-methanesulfonylphenyl)thiophene-2-carboxamide